BrCOC1=C(OC2=CC(=CC(=C2C1=O)OC)OC)C1=CC(=C(C(=C1)OC)OC)OC 3-(bromomethoxy)-5,7-dimethoxy-2-(3,4,5-trimethoxyphenyl)-4H-chromone